C(C)NC(=O)NC=1SC(=CN1)CN1CCC(CC1)C=1C(=NC(=CC1)N1N=CC=C1)C 1-ethyl-3-(5-((4-(2-methyl-6-(1H-pyrazol-1-yl)pyridin-3-yl)piperidin-1-yl)methyl)thiazol-2-yl)urea